2,2'-azanediyldi(ethan-1-ol) N(CCO)CCO